FC1=CC=C(OCCCN2C3=C(N(CCC2)C(=O)C2=CC=C(C=C2)NC(=O)C=2C(=CC=CC2)C2=CC=CC=C2)C=CC=C3)C=C1 N-(4-(5-(3-(4-fluorophenoxy)propyl)-2,3,4,5-tetrahydro-1H-benzo[b][1,4]diazepine-1-Carbonyl)phenyl)-[1,1'-biphenyl]-2-carboxamide